NC1=NC(=C(C=C1C=1C=C2CCNC(C2=CC1F)=O)C1=CC(=C(C=C1)OCC(F)F)CN(C)C)F 6-(2-amino-5-(4-(2,2-difluoroethoxy)-3-((dimethylamino)methyl)phenyl)-6-fluoropyridin-3-yl)-7-fluoro-3,4-dihydroisoquinolin-1(2H)-one